FC1=CC=C(C=C1)C(CN1CCC(CC1)CNC(=O)NCC1CCC(CC1)COC)=O 1-((1-(2-(4-fluorophenyl)-2-oxoethyl)piperidin-4-yl)methyl)-3-((4-(methoxymethyl)cyclohexyl)methyl)urea